6α-Ethyl-3α,7α,11β-trimethoxymethyloxy-N-[(ethoxycarbonyl)oxy]-5β-cholan-24-amidine C(C)[C@H]1[C@H]([C@H]2[C@@H]3CC[C@H]([C@@H](CCC(=N)NOC(=O)OCC)C)[C@]3(C[C@@H]([C@@H]2[C@]2(CC[C@H](C[C@@H]12)OCOC)C)OCOC)C)OCOC